FC1=CC=C(COC=2C=C(OCC(CO)C)C=CC2OCC2=CC=C(C=C2)F)C=C1 3-(3,4-bis((4-fluorobenzyl)oxy)phenoxy)-2-methylpropan-1-ol